pyridine-3-yl(morpholinomethanone) N1=CC(=CC=C1)C(=O)N1CCOCC1